1-(dicyclopropyl-methyl)-3-[[2-(difluoromethoxy)pyridin-4-yl]methyl]urea C1(CC1)C(NC(=O)NCC1=CC(=NC=C1)OC(F)F)C1CC1